[(7S,9aR)-7-(4-chlorophenyl)-7-hydroxy-3,4,6,8,9,9a-hexahydro-1H-pyrido[1,2-a]pyrazin-2-yl]-[2-fluoro-3-(3-hydroxyazetidin-1-yl)phenyl]methanone ClC1=CC=C(C=C1)[C@]1(CC[C@H]2N(CCN(C2)C(=O)C2=C(C(=CC=C2)N2CC(C2)O)F)C1)O